3-(3,4-dichlorophenyl)propionic acid ClC=1C=C(C=CC1Cl)CCC(=O)O